((5-chloro-6-fluoro-3-nitropyridin-2-yl)oxy)azetidine-1-carboxylic acid tert-butyl ester C(C)(C)(C)OC(=O)N1C(CC1)OC1=NC(=C(C=C1[N+](=O)[O-])Cl)F